(3S,4R)-3-fluoro-tetrahydropyran F[C@@H]1COCCC1